pentaerythritol tetrakis[β-(3,5-di-tert-butyl-4-hydroxy-phenyl)propionate] C(C)(C)(C)C=1C=C(C=C(C1O)C(C)(C)C)CCC(=O)OCC(COC(CCC1=CC(=C(C(=C1)C(C)(C)C)O)C(C)(C)C)=O)(COC(CCC1=CC(=C(C(=C1)C(C)(C)C)O)C(C)(C)C)=O)COC(CCC1=CC(=C(C(=C1)C(C)(C)C)O)C(C)(C)C)=O